n-methyl-1,2-ethylenediamine CNCCN